N-(4-(6-chlorobenzo[d]oxazol-2-yl)phenyl)cyclopropanecarboxamide ClC1=CC2=C(N=C(O2)C2=CC=C(C=C2)NC(=O)C2CC2)C=C1